4-((6-bromoisoquinolin-3-yl)oxy)cyclohexane-1-one BrC=1C=C2C=C(N=CC2=CC1)OC1CCC(CC1)=O